3-(2-hydroxy-5-(pyridazin-3-yl)phenyl)acrylamide OC1=C(C=C(C=C1)C=1N=NC=CC1)C=CC(=O)N